bis(γ-glycidoxypropyl)methylphenoxysilane C(C1CO1)OCCC[Si](OC1=CC=CC=C1)(C)CCCOCC1CO1